NC=1C=C(C(=NC1C=1OC(=NN1)C(CCCC1OCCO1)(C(F)(F)F)OCC1=CC=CC=C1)CC(=O)O)C(F)(F)F 2-[5-Amino-6-[5-[1-benzyloxy-4-(1,3-dioxolan-2-yl)-1-(trifluoromethyl)butyl]-1,3,4-oxadiazol-2-yl]-3-(trifluoromethyl)-2-pyridyl]acetic Acid